C(C)OC(=O)C=1N(C=C(C1)C(=O)O)CC1=C(C=C(C=C1)CN1N=C(C=C1C)Br)[N+](=O)[O-] 1-(4-((3-bromo-5-methyl-1H-pyrazol-1-yl)methyl)-2-nitrobenzyl)-1H-pyrrole-2,4-dicarboxylic acid ethyl ester